Cl.NCC(C(O)C1=CC=C(C=C1)F)(C)F 3-amino-2-fluoro-1-(4-fluorophenyl)-2-methylpropan-1-ol hydrochloride